fluorine Formamidine C(=N)N.[F]